The molecule is a furanocoumarin that is 2,3-dihydrofuro[3,2-c]coumarin substituted by a hydroxy group at position 7, methyl groups at positions 2 and 3 (relatively trans configuration) and a 4,8-dimethyl-4(E),7-nonadien-6-onyl moiety at position 2. Isolated from the roots of Ferula fukanensis, it inhibits production of nitric oxide (NO). It has a role as a metabolite and an EC 1.14.13.39 (nitric oxide synthase) inhibitor. It is a furanocoumarin, a ketone, a member of phenols and a sesquiterpenoid. C[C@@H]1C2=C(C3=C(C=C(C=C3)O)OC2=O)O[C@]1(C)CCC/C(=C/C(=O)C=C(C)C)/C